C(C=C)N1C(CC2=CC=CC=C12)=O 1-prop-2-enylindol-2-one